1-iodo-3-(methylsulfonyl)benzene IC1=CC(=CC=C1)S(=O)(=O)C